methyl (1r,4r)-4-(3-chloroanilino)-2'-(3-hydroxy-2-methylbutyl)-2',3'-dihydrospiro[cyclohexane-1,1'-indene]-4-carboxylate ClC=1C=C(NC2(CCC3(C(CC4=CC=CC=C34)CC(C(C)O)C)CC2)C(=O)OC)C=CC1